C(CCC)C(CO)(C(CCCCCC)O)CC 2-butyl-2-ethyl-1,3-nonanediol